3-(4-amino-3-fluorophenyl)propanenitrile NC1=C(C=C(C=C1)CCC#N)F